ClC1=C(OC=2C=CC(=C(C(=O)O)C2)OC)C(=CC(=C1)N1N=C(C(NC1=O)=O)Cl)Cl 5-[2,6-dichloro-4-(6-chloro-3,5-dioxo-1,2,4-triazin-2-yl)phenoxy]-2-methoxy-benzoic acid